3-(trimethoxysilyl)propan CO[Si](CCC)(OC)OC